4-ethyl-3-(fluoromethyl)piperazine C(C)N1C(CNCC1)CF